C(CC)N[C@H](C)C1=CNC(C2=CC=CC=C12)=O (R)-4-(1-(propylamino)ethyl)isoquinolin-1(2H)-one